10,13-dimethylhexadecahydrospiro-[cyclopenta[a]phenanthrene-17,2'-[1,3]dioxolan]-3-amine CC12C3CCC4(C(C3CCC2CC(CC1)N)CCC41OCCO1)C